Cl.C[C@H]1COCCCOC2=NC(=CC(C3=NNC=4C=CC(O1)=CC34)=N2)N2CCCC2 (13S)-13-methyl-4-(pyrrolidin-1-yl)-7,11,14-trioxa-5,19,20,23-tetraazatetracyclo[13.5.2.12,6.018,21]tricosa-1(20),2(23),3,5,15(22),16,18(21)-heptaene HCl